(5R,8S)-2-Bromo-9,10-didehydro-N,N-diethyl-6-methylergoline-8-carboxamide BrC1=C2C[C@H]3N(C[C@H](C=C3C=3C=CC=C(N1)C32)C(=O)N(CC)CC)C